N-[3-(2,2-difluoroethoxy)-1-methyl-1H-pyrazol-4-yl]-2-(1H-pyrazol-4-yl)-1,3-thiazole-4-carboxamide FC(COC1=NN(C=C1NC(=O)C=1N=C(SC1)C=1C=NNC1)C)F